BrNS([O-])(=O)=O bromosulfamate